NC=1N=NC(=CC1C1=CC=C(C=C1)C=1CCN(CC1)C1CCC(CC1)NC1=C2C(N(C(C2=CC=C1)=O)C1C(NC(CC1)=O)=O)=O)C1=C(C=CC=C1)O 4-((4-(4-(4-(3-amino-6-(2-hydroxyphenyl)pyridazin-4-yl)phenyl)-3,6-dihydropyridin-1(2H)-yl)cyclohexyl)amino)-2-(2,6-dioxopiperidin-3-yl)isoindoline-1,3-dione